FC(C=1C=2N(N=C(C1)C=1C=C(C=3N(C1)C=C(N3)C3CCN(CC3)C)F)C=C(N2)C)F 8-(difluoromethyl)-6-[8-fluoro-2-(1-methyl-4-piperidinyl)imidazo[1,2-a]pyridin-6-yl]-2-methyl-imidazo[1,2-b]pyridazine